5-cyano-N-(3,5-difluoro-4-(6-methylpyridin-3-yl)phenyl)-2-((trifluorometh-yl)thio)benzamide C(#N)C=1C=CC(=C(C(=O)NC2=CC(=C(C(=C2)F)C=2C=NC(=CC2)C)F)C1)SC(F)(F)F